5,6-bis(5-methoxythiophen-2-yl)pyrazin-2,3-dicarbonitrile COC1=CC=C(S1)C=1N=C(C(=NC1C=1SC(=CC1)OC)C#N)C#N